BrC=CSC1=C(C=CC=C1)Cl (2-bromovinyl)(2-chlorophenyl)sulfane